OC(=O)C(F)(F)F.ClC=1C=C(C=CC1)C1=CC(C1)N 3-(3-chlorophenyl)cyclobut-2-enamine TFA salt